5-[2-(4,5-dihydrooxazol-2-yl)ethoxy]hex-3-yn-2-ol O1C(=NCC1)CCOC(C#CC(C)O)C